ClC1=NN2C(N=CC3=C2C(CN3C(=O)NC=3C=NC(=C(C3)Cl)N3N=CC=N3)(OC)CF)=C1 2-chloro-N-(5-chloro-6-(2H-1,2,3-triazol-2-yl)pyridin-3-yl)-8-(fluoromethyl)-8-methoxy-7,8-dihydro-6H-pyrazolo[1,5-a]pyrrolo[2,3-e]pyrimidine-6-carboxamide